Br.BrCC1=CC=C2C=CC=NC2=C1 7-(bromomethyl)quinoline hydrobromide